C(C)(C)(C)C1=NC(=NO1)C(=O)NCC1=C(C(=C(C=C1)C1=C(C=NC=C1)N1CC(CCC1)N(C(OC(C)(C)C)=O)C)F)C tert-butyl (1-(4-(4-((5-(tert-butyl)-1,2,4-oxadiazole-3-carboxamido)methyl)-2-fluoro-3-methylphenyl)pyridin-3-yl)piperidin-3-yl)(methyl)carbamate